S1N=NC2=C1C(=CC=C2)N2N=CC(=C2C(F)(F)F)C(=O)NC=2C(=NC(=C(C2)C#N)N2N=CC=N2)C 1-(Benzo[d][1,2,3]thiadiazol-7-yl)-N-(5-cyano-2-methyl-6-(2H-1,2,3-triazol-2-yl)pyridin-3-yl)-5-(trifluoromethyl)-1H-pyrazol-4-carboxamid